p-Cresyl n-hexanoate C(CCCCC)(=O)OC1=CC=C(C=C1)C